methylicosan-1-ol CC(CCCCCCCCCCCCCCCCCCC)O